(3S,4R,5R)-1-(((R)-1-(benzo[d]thiazol-4-yl)piperidin-3-yl)methyl)piperidine-3,4,5-triyl triacetate C(C)(=O)O[C@H]1CN(C[C@H](C1OC(C)=O)OC(C)=O)C[C@@H]1CN(CCC1)C1=CC=CC2=C1N=CS2